C[C@H]1[C@@H]([C@H]([C@H]([C@@H](O1)O[C@H]2[C@H](O[C@H]([C@@H]([C@H]2O[C@H]3[C@@H]([C@H]([C@@H]([C@H](O3)CO)O)O)O)NC(=O)C)OCCCCCN)CO)O)O)O The molecule is a branched trisaccharide derivative consisting of a disaccharide unit of beta-D-glucose and N-acetyl-beta-D-galactosamine residues linked (1->3), to the N-acetylgalactosamine residue of which is also linked (1->4) an alpha-L-rhamnosyl residue, the whole linked glycosidically to a 5-aminopentyl group. It is a trisaccharide derivative and a glycoside.